C(C)(C)C1OC(OC(O1)C(C)C)C(C)C 2,4,6-tris(isopropyl)-1,3,5-trioxane